2,3,4-triphenyl-2,3-dihydrooxazole C1(=CC=CC=C1)C1OC=C(N1C1=CC=CC=C1)C1=CC=CC=C1